tert-butyl 4-[1-(2,6-dioxo-3-piperidyl)-7-fluoro-3-methyl-2-oxo-benzimidazol-4-yl]piperidine-1-carboxylate O=C1NC(CCC1N1C(N(C2=C1C(=CC=C2C2CCN(CC2)C(=O)OC(C)(C)C)F)C)=O)=O